C(CCC)N(C(C#N)C#N)CCCC 2-(dibutylamino)malononitrile